4-((tetrahydrofuran-2-yl)methoxy)cyclohexan-1-amine O1C(CCC1)COC1CCC(CC1)N